N(=C=O)CC(C)C1=C(C(=CC(=C1)C(CN=C=O)C)C(CN=C=O)C)C 1,3,5-tris(1-isocyanatopropan-2-yl)-2-methylbenzene